ClC1=NC(=CC(=C1)C=1C=CC=C2C(=C(C=NC12)C(=O)NN1CCOC2=C1C=CC=C2)N2CCOCC2)C(F)(F)F 8-[2-chloro-6-(trifluoromethyl)-4-pyridinyl]-N-(2,3-dihydro-1,4-benzoxazin-4-yl)-4-morpholino-quinoline-3-carboxamide